CC1=CC=C(O1)O 5-methyl-2-furyl alcohol